NCC1=CC=C(C=C1)CSC1=C(C(=NN1C(C1=C(C=CC=C1)OC)=O)C1CN(CCC1C(F)(F)F)C(C(C)(C)C)=O)C 1-{3-[5-({[4-(aminomethyl)phenyl]methyl}sulfanyl)-1-(2-methoxybenzoyl)-4-methyl-1H-pyrazol-3-yl]-4-(trifluoromethyl)piperidin-1-yl}-2,2-dimethylpropan-1-one